N(=[N+]=[N-])CCCN(C(OCC(Cl)(Cl)Cl)=O)C 2,2,2-Trichloroethyl (3-Azidopropyl)(methyl)carbamate